C(C)OC1(OC2=C(O1)C=CC(=C2)[N+](=O)[O-])C 2-ethoxy-2-methyl-5-nitrobenzo[d][1,3]dioxolane